3-ethyl-12-hexyl-6-(2-(octanoyloxy)ethyl)-10-oxo-9,11-dioxa-3,6-diaza-heneicosane C(C)N(CC)CCN(CCOC(OC(CCCCCCCCC)CCCCCC)=O)CCOC(CCCCCCC)=O